1-bromo-6-methyl-3-(phenylsulfonyl)-1'-(1-(tetrahydro-2H-pyran-2-yl)-1H-pyrazol-4-yl)-3,6-dihydro-7H-spiro[dipyrrolo[2,3-b:3',2'-d]pyridine-8,4'-piperidin]-7-one BrC1=CN(C2=NC=C3C(=C21)C2(CCN(CC2)C=2C=NN(C2)C2OCCCC2)C(N3C)=O)S(=O)(=O)C3=CC=CC=C3